N-(2-hydroxyhexadecanoyl)-4R-hydroxysphinganine OC(C(=O)N[C@H](CO)[C@H](O)C(CCCCCCCCCCCCCC)O)CCCCCCCCCCCCCC